1-(2-methoxyethyl)-N-(6-(1-methyl-1H-pyrazol-4-yl)isoquinolin-3-yl)azetidine-3-carboxamide COCCN1CC(C1)C(=O)NC=1N=CC2=CC=C(C=C2C1)C=1C=NN(C1)C